C(#N)C=1N=C(C2=CN=C(C(=C2C1C)F)C1=CC(=CC2=CC=C(C(=C12)C#C[Si](C(C)C)(C(C)C)C(C)C)F)OCOC)N1CC2CCC(C1)N2C(=O)OC(C)(C)C tert-butyl 3-[3-cyano-5-fluoro-6-[7-fluoro-3-(methoxymethoxy)-8-(2-triisopropylsilylethynyl)-1-naphthyl]-4-methyl-2,7-naphthyridin-1-yl]-3,8-diazabicyclo[3.2.1]octane-8-carboxylate